C1(=CC=CC=C1)ON O-phenyl-hydroxylamine